COC1=CC=C(OC2=CC=C(C=C2)C(CC(=O)OC)=O)C=C1 methyl 3-(4-(4-methoxyphenoxy) phenyl)-3-oxopropanoate